magnesium p-aminosalicylate NC=1C=C(C(C(=O)[O-])=CC1)O.[Mg+2].NC=1C=C(C(C(=O)[O-])=CC1)O